COC=1C=C(C=CC1C(N(C1CCN(CC1)C)C)=O)C1=CN=CC(=N1)C1=CC(=CS1)NC(=O)C1CC12CCC2 N-(5-(6-(3-methoxy-4-(methyl(1-methylpiperidin-4-yl)carbamoyl)phenyl)pyrazin-2-yl)thiophen-3-yl)spiro[2.3]hexane-1-carboxamide